C(C)(=O)N[C@H](C(=O)N[C@@H]1CN(CC[C@H]1C1=CC=CC=C1)C(=O)C=1C=2N(C=CC1)C=NC2)C(C)(C)C (S)-2-acetamido-N-((3S,4S)-1-(imidazo[1,5-a]pyridine-8-carbonyl)-4-phenylpiperidin-3-yl)-3,3-dimethylbutanamide